NC1=CC2=C(C=N1)[C@H]1CC[C@@H](C2)N1C(=O)NC1=CC(=C(C=C1)Cl)Cl (6S,9R)-3-amino-N-(3,4-dichlorophenyl)-6,7,8,9-tetrahydro-5H-6,9-epiminocyclohepta[c]-pyridine-10-carboxamide